1,2-dimethyl 3-(bromomethyl)benzene-1,2-dicarboxylate BrCC1=C(C(=CC=C1)C(=O)OC)C(=O)OC